ClC1=C(C=C(C=C1)C1=CN=C2C(=N1)N(N=C2)CC(=O)N(C)C)OC(F)F 2-[6-[4-Chloro-3-(difluoromethoxy)phenyl]pyrazolo[3,4-b]pyrazin-1-yl]-N,N-dimethyl-acetamide